C(C)(C)(C)NC(=O)C1=NC(=NC(=C1)N1CCCCC1)N1C=NC=C1 N-(tert-butyl)-2-(1H-imidazol-1-yl)-6-(piperidin-1-yl)pyrimidine-4-carboxamide